3-[5-[4-(2-aminoethyl)-1-piperidyl]-3-methyl-2-oxo-benzimidazol-1-yl]piperidine-2,6-dione NCCC1CCN(CC1)C1=CC2=C(N(C(N2C)=O)C2C(NC(CC2)=O)=O)C=C1